C(CCC)N(C(=O)OCC=1C(=NC=CC1)NC)S(=O)(=O)C1=C(N=C(S1)CC(C)C)C1=CC=C(C=C1)CN1C(=NC=C1)C(C)(C)F [2-(methylamino)-3-pyridinyl]methanol butyl-((4-(4-((2-(2-fluoropropan-2-yl)-1H-imidazol-1-yl)methyl)phenyl)-2-isobutyl-thiazol-5-yl)sulfonyl)carbamate